tert-butoxyaluminum hydroxide [OH-].C(C)(C)(C)O[Al+2].[OH-]